ClC=1C=C(C=C2C(=C(C=NC12)C#N)N[C@H](C)C1=CC=CC=C1)N[C@H](C=1N=NNC1)C=1C=NC=CC1 8-chloro-4-(((R)-1-phenylethyl)amino)-6-(((S)-pyridin-3-yl(1H-1,2,3-triazol-4-yl)methyl)amino)quinoline-3-carbonitrile